(3R,4S)-4-(2-(5-cyclopropyl-4-fluoro-3,3-dimethyl-2-oxoindolin-1-yl)acetamido)-3-methylpentanoic acid tert-butyl ester C(C)(C)(C)OC(C[C@H]([C@H](C)NC(CN1C(C(C2=C(C(=CC=C12)C1CC1)F)(C)C)=O)=O)C)=O